N-[1-benzyl-4-(2,5-difluorophenyl)-4-piperidyl]-4-(trifluoromethoxy)benzenesulfonamide C(C1=CC=CC=C1)N1CCC(CC1)(C1=C(C=CC(=C1)F)F)NS(=O)(=O)C1=CC=C(C=C1)OC(F)(F)F